C[C@@]12C[C@H](N([C@H]2C1)C(CNC(C1=CC=C(C=C1)OC1=CC=CC=C1)=O)=O)C(=O)NCC=1SC=C(C1)C(NC)=S (1S,3S,5S)-5-methyl-N-((4-(methylcarbamothioyl)thiophen-2-yl)methyl)-2-((4-phenoxybenzoyl)glycyl)-2-azabicyclo[3.1.0]hexane-3-carboxamide